3-(1-bromopropyl)pyridine BrC(CC)C=1C=NC=CC1